3-(methoxycarbonyl)cyclopentane-1-carboxylic acid COC(=O)C1CC(CC1)C(=O)O